FC1=C(C=CC(=C1)F)C=1OC2=C(CC1)C=C(C=C2C(C)N2CCC1=CC=CC=C21)C 2-(2,4-difluorophenyl)-8-(1-(indolin-1-yl)ethyl)-6-methyl-4H-benzopyran